(5'S,7a'R)-5'-(3,5-Difluorophenyl)tetrahydro-3'H-spiro[piperidine-4,2'-pyrrolo[2,1-b]oxazol]-3'-one FC=1C=C(C=C(C1)F)[C@@H]1CC[C@H]2OC3(C(N21)=O)CCNCC3